Tert-butyl (5-(4,4,5,5-tetramethyl-1,3,2-dioxaborolan-2-yl)-2,3-dihydro-1H-inden-2-yl)carbamate CC1(OB(OC1(C)C)C=1C=C2CC(CC2=CC1)NC(OC(C)(C)C)=O)C